CC1(C2CCC1(CC2=O)C)C beta-camphor